3-{4-[(2-amino-4-pyrimidinyl)oxy]-3-ethylphenyl}-1-(3-isopropoxyphenyl)-2,4-imidazolidinedione NC1=NC=CC(=N1)OC1=C(C=C(C=C1)N1C(N(CC1=O)C1=CC(=CC=C1)OC(C)C)=O)CC